C[C@@H]1N([C@@H](CC1)C)C1=NC(=CC=C1C(=O)NS(=O)(=O)C1=CC=NN1)C1=CC=C(C=C1)C(C)C 2-[(2S,5R)-2,5-Dimethylpyrrolidin-1-yl]-6-(4-isopropylphenyl)-N-(1H-pyrazol-5-ylsulfonyl)pyridin-3-carboxamid